trans-4-tert-butylcyclohexyl methacrylate C(C(=C)C)(=O)O[C@@H]1CC[C@H](CC1)C(C)(C)C